CC=1N=C(SC1C)N1N(NC(=N1)C1=CC(=CC=C1)OCC(=O)O)C1=CC=C(C=C1)S(=O)(=O)O 3-(4,5-dimethylthiazol-2-yl)-5-(3-carboxymethoxyphenyl)-2-(4-sulfophenyl)-2H-tetrazole